3-(4-methoxybenzyl)-5-methyleneoxazolidin-2-one COC1=CC=C(CN2C(OC(C2)=C)=O)C=C1